C(#N)C=1C=C(C=CC1)C1=CC(=CS1)C(=O)NC1=NC(=NS1)CC(C)=O 5-(3-cyanophenyl)-N-(3-(2-oxopropyl)-1,2,4-thiadiazol-5-yl)thiophene-3-carboxamide